P(=O)(OC)(OCCC(C)C)OCCC(C)C methyl di-isopentyl phosphate